COC1=CC=C(C=CC(=O)OCCC[Si](OC)(OC)OC)C=C1 p-methoxycinnamoyl-oxypropyl-trimethoxysilane